[4,7,10-tris(2-tert-butoxy-2-oxoethyl)-1,4,7,10-tetraazacyclododec-1-yl]acetic acid C(C)(C)(C)OC(CN1CCN(CCN(CCN(CC1)CC(OC(C)(C)C)=O)CC(OC(C)(C)C)=O)CC(=O)O)=O